FC=1C=C(C=CC1)NC=1SC=C(N1)C(N)=S 2-((3-fluorophenyl)amino)thiazole-4-thiocarboxamide